2-[[1-(benzenesulfonyl)-4-methyl-pyrazol-3-yl]amino]-N-(3-hydroxy-2,6-dimethyl-phenyl)thiazole-5-carboxamide C1(=CC=CC=C1)S(=O)(=O)N1N=C(C(=C1)C)NC=1SC(=CN1)C(=O)NC1=C(C(=CC=C1C)O)C